ClC1=CC=C(C(=O)O[C@@H]2[C@H](O[C@H](C2)N2C3=NC=NC(=C3N=C2)Cl)COC(C2=CC=C(C=C2)Cl)=O)C=C1 (2R,3S,5R)-5-(6-chloro-9H-purin-9-yl)-2-(((4-chlorobenzoyl)oxy)methyl)tetrahydrofuran-3-yl 4-chlorobenzoate